ClC1=CC(=NN1)C(=O)OC methyl 5-chloro-1H-pyrazole-3-carboxylate